3β,21-dihydroxypregn-5-en-20-one O[C@@H]1CC2=CC[C@H]3[C@@H]4CC[C@H](C(CO)=O)[C@]4(CC[C@@H]3[C@]2(CC1)C)C